CC=1C(=NSN1)[C@]1(NC(NC1=O)=O)CNC(C1=C(C=CC=C1)C=1C=NC(=CC1)C(F)(F)F)=O |r| rac-N-{[4-(4-methyl-1,2,5-thiadiazol-3-yl)-2,5-dioxoimidazolidin-4-yl]methyl}-2-[6-(trifluoromethyl)pyridin-3-yl]benzamide